CC1=NC=CC(=C1)C=1OC=C(N1)C(=O)NC=1C=C2C(=NC1N[C@@H]1CNCC1)N=C(O2)N2CCOCC2 (S)-2-(2-methylpyridin-4-yl)-N-(2-morpholinyl-5-(pyrrolidin-3-ylamino)oxazolo[4,5-b]pyridin-6-yl)oxazole-4-carboxamide